O[C@H]1C[C@H](O[C@H]1CO)N1C(NC(C(=C1)C)=O)=O 1-((2S,4S,5S)-4-hydroxy-5-(hydroxymethyl)tetrahydrofuran-2-yl)-5-methylpyrimidine-2,4(1H,3H)-dione